Stearyldimethylaminoacetic acid C(CCCCCCCCCCCCCCCCC)C(C(=O)O)N(C)C